OCC(C#CC=1C=CC=2OC[C@@H](C(N(C2N1)C)=O)NC(C1=NC=CC(=C1)OC1=CC=CC=C1)=O)(C)C (S)-N-(7-(4-hydroxy-3,3-dimethylbut-1-yn-1-yl)-5-methyl-4-oxo-2,3,4,5-tetrahydropyrido[3,2-b][1,4]oxazepin-3-yl)-4-phenoxypicolinamide